(2R,3R,4S,5R)-6-(4-chloro-3-(4-ethoxybenzyl) phenyl)-6-oxohexane-1,2,3,4,5-penta-yl pentaacetate C(C)(=O)OC[C@H]([C@H]([C@@H]([C@H](C(=O)C1=CC(=C(C=C1)Cl)CC1=CC=C(C=C1)OCC)OC(C)=O)OC(C)=O)OC(C)=O)OC(C)=O